C(\C=C(\C)/CCC=C(C)C)CC(=O)OC=1C=NC=C(C1)C1=CC(=C(C=C1)F)F 5-(3,4-difluorophenyl)pyridine-3-ol NERYL-ACETATE